N1N=CC=C1NCC1=CC(=C2CN(CC2=C1)C#N)C1=CC=C(C=C1)C#N 6-(((1H-pyrazol-5-yl)amino)methyl)-4-(4-cyanophenyl)isoindoline-2-carbonitrile